COC=1C=CC(=NC1)COC=1C=CC2=C(N=C(O2)C=2C=NC=CC2)C1 5-[(5-methoxypyridin-2-yl)methoxy]-2-(pyridin-3-yl)-1,3-benzoxazole